tert-butyl (S,E)-8-((3-(7-(dimethylamino)-2-((methoxycarbonyl)amino)-7-oxohept-5-enamido)-2-oxopyridin-1(2H)-yl)methyl)-6-isobutyl-2-methyl-9H-purine-9-carboxylate CN(C(/C=C/CC[C@@H](C(=O)NC=1C(N(C=CC1)CC=1N(C2=NC(=NC(=C2N1)CC(C)C)C)C(=O)OC(C)(C)C)=O)NC(=O)OC)=O)C